(S)-N-methyl-N-(1-phenylethyl)-2-(2,2,2-trifluoroacetyl)-1,2,3,4-tetrahydroisoquinoline-7-sulfonamide CN(S(=O)(=O)C1=CC=C2CCN(CC2=C1)C(C(F)(F)F)=O)[C@@H](C)C1=CC=CC=C1